FC=1C=C2C(=C(C=NC2=CC1)S(=O)(=O)C1=CC=CC=C1)C1=CC=CC=C1 6-fluoro-4-phenyl-3-(phenylsulfonyl)quinoline